bis-(2-cyclopentadienyl-dichlorophenyl)-cyclopentadienyl-tert-butylamino-dimethyltitanium dichloride [Cl-].[Cl-].C1(C=CC=C1)C1=C(C=CC(=C1Cl)Cl)C([Ti](C)(NC(C)(C)C)C1C=CC=C1)C1=C(C(=C(C=C1)Cl)Cl)C1C=CC=C1